9-[3'-(6-phenylbenzo[b]naphtho[1,2-d]furan-8-yl)biphenyl-3-yl]naphtho[1',2':4,5]furo[2,3-b]pyrazine C1(=CC=CC=C1)C1=CC=2C=CC=CC2C=2C3=C(OC21)C(=CC=C3)C=3C=C(C=CC3)C3=CC(=CC=C3)C3=CN=C2C(=N3)OC3=C2C=2C=CC=CC2C=C3